3-(3-((6-(3-phenylpropoxy)pyridin-3-yl)methyl)isoxazol-5-yl)pyridin-2-amine C1(=CC=CC=C1)CCCOC1=CC=C(C=N1)CC1=NOC(=C1)C=1C(=NC=CC1)N